C(C)(=O)NC1=CC=C2C(=NC(=NN21)Cl)N[C@@H]2[C@H](C1CCC2CC1)C(=O)OCC Ethyl (1R,2S,3S,4R)-3-((7-acetamido-2-chloropyrrolo[2,1-f][1,2,4]triazin-4-yl)amino)bicyclo[2.2.2]octane-2-carboxylate